7-methylinden-1-one CC=1C=CC=C2C=CC(C12)=O